3-((4-(2-(((7-bromo-2-(2,6-dioxopiperidin-3-yl)-1,3-dioxoisoindolin-5-yl)methyl)(methyl)amino)-4-methylthiazol-5-yl)-5-fluoropyrimidin-2-yl)amino)benzenesulfonamide BrC=1C=C(C=C2C(N(C(C12)=O)C1C(NC(CC1)=O)=O)=O)CN(C=1SC(=C(N1)C)C1=NC(=NC=C1F)NC=1C=C(C=CC1)S(=O)(=O)N)C